(1S,2S)-2-methylcyclopropane-1-sulfonamide C[C@@H]1[C@H](C1)S(=O)(=O)N